C(C)(C)(C)OC(=O)N1[C@H]2C[C@H]2CC1=O (1S,5S)-tert-butyl-3-oxo-2-azabicyclo[3.1.0]hexane-2-carboxylate